FC#CC(C(C(C(C(C(F)(F)F)(F)F)(F)F)(F)F)(F)F)(F)F perfluoro-1-octyne